CC(CC(=C)C1=CC=C(C=C1)N)(C)C1=CC=C(C=C1)N 4-methyl-2,4-bis(p-aminophenyl)-1-pentene